N-(5-tert-butyl-1H-pyrazol-3-yl)-2-[1-(3-chlorophenyl)-1H-pyrazol-4-yl]propanamide C(C)(C)(C)C1=CC(=NN1)NC(C(C)C=1C=NN(C1)C1=CC(=CC=C1)Cl)=O